acrylate (methyl acrylate) CC(C(=O)O)=C.C(C=C)(=O)O